BrCCCOC(CCCCC)=O.OCCC1CCN(CC1)C1=CC=C(C=N1)[C@@H]1C(NC(CC1)=O)=O |r| rac-(3R)-3-{6-[4-(2-hydroxyethyl)piperidin-1-yl]pyridin-3-yl}piperidine-2,6-dione 3-Bromopropyl-Hexanoate